BrC=1C=C(C=C2C([C@H](COC12)CC=1C=CC(=C(OCC(=O)OC)C1)F)=O)CN1C(N(C=C1)C)=NC(=O)OC(C)(C)C Methyl (S)-2-(5-((8-bromo-6-((2-((tert-butoxycarbonyl)imino)-3-methyl-2,3-dihydro-1H-imidazol-1-yl)methyl)-4-oxochroman-3-yl)methyl)-2-fluorophenoxy)acetate